(3aR,5s,6aS)-N-(6-(3,3-difluoropyrrolidin-1-yl)-4-(trifluoromethyl)pyridazin-3-yl)-2-((tetrahydro-2H-pyran-4-yl)methyl)octahydro-cyclopenta[c]pyrrol-5-amine FC1(CN(CC1)C1=CC(=C(N=N1)NC1C[C@@H]2[C@@H](CN(C2)CC2CCOCC2)C1)C(F)(F)F)F